N-(1-ethyl-5-methyl-1H-pyrazol-4-yl)-7-(2-methylpyrrolidin-1-yl)quinazolin-2-amine C(C)N1N=CC(=C1C)NC1=NC2=CC(=CC=C2C=N1)N1C(CCC1)C